(E)-ethyl 6-((4'-aminobiphenyl-4-yl)diazenyl)-7-methoxy-2-oxo-2H-chromene-3-carboxylate NC1=CC=C(C=C1)C1=CC=C(C=C1)/N=N/C=1C=C2C=C(C(OC2=CC1OC)=O)C(=O)OCC